2-(3-chloro-4-fluorophenyl)-4-(acetoxy)-5-amino-3(2H)-furanone ClC=1C=C(C=CC1F)C1OC(=C(C1=O)OC(C)=O)N